B(O)(O)C1=CC=C(C=C1)CCCCC(=O)O 5-(4-boronophenyl)pentanoic acid